C1(=CC=CC=C1)N(C1=CC=C(C=C1)C=1C(=CC=C(C1)OC)C(=O)OC)C1=CC=CC=C1 methyl 4'-(diphenylamino)-5-methoxy-[1,1'-biphenyl]-2-carboxylate